F[C@H]1[C@@H](CC[C@@H](C1)N(C)C)NC1=C2C=C(N(C2=CC=C1)CC(F)(F)F)C#CCNC1=C(C=C(C=C1)S(=O)(=O)C)OC (1R,2R,4S)-2-fluoro-N1-(2-(3-((2-methoxy-4-(methylsulfonyl)phenyl)amino)prop-1-yn-1-yl)-1-(2,2,2-trifluoroethyl)-1H-indol-4-yl)-N4,N4-dimethylcyclohexane-1,4-diamine